2-(1-(pent-4-en-1-yl)-2,3-dihydro-1H-inden-1-yl)malononitrile C(CCC=C)C1(CCC2=CC=CC=C12)C(C#N)C#N